C(C)C=1C(OC2=CC(=CC=C2C1C1=C(C=CC=C1)C)O[C@H]1CN(CC1)C(C)=O)=O ethyl-(R)-7-((1-acetylpyrrolidin-3-yl)oxy)-4-(o-tolyl)-2H-chromen-2-one